O1C=CN=CC=NC=CN=CC=CN=CC=C1C(=O)N oxa[4,7,10,14]tetraazacycloheptadecine-17-carboxamide